2-amino-1-phenyl-ethanone NCC(=O)C1=CC=CC=C1